1,1,1,3,3,3-hexafluoro-propan-2-yl (±)-1-((6-methylpyridin-3-yl)carbamoyl)-6-azaspiro[2.5]octane-6-carboxylate CC1=CC=C(C=N1)NC(=O)[C@@H]1CC12CCN(CC2)C(=O)OC(C(F)(F)F)C(F)(F)F |r|